C(C)OC(=O)C=1C2=C(NN1)CCOC(C2)C.C2(=CC=CC=C2)N(C=2C=C(C(=O)NCCCCCNC(CS)=O)C=CC2)C2=CC=CC=C2 3-(diphenylamino)-N-(5-(2-mercaptoacetylamino)pentyl)benzamide ethyl-5-methyl-4,5,7,8-tetrahydro-1H-oxepino[4,5-c]pyrazole-3-carboxylate